4,4-difluoro-5-(hydroxymethyl)oxolan-3-ol FC1(C(COC1CO)O)F